C1(CC1)C=1OC=C(N1)C1=CC(=NC=C1)N(C(=O)[C@@H]1CC[C@H](CC1)CN(C([O-])=O)CC(C)O)C[C@@H]1CC[C@H](CC1)C1=NC(=C(C=C1)OC)C trans-4-((4-(2-Cyclopropyloxazol-4-yl)pyridin-2-yl)((trans-4-(5-methoxy-6-methylpyridin-2-yl)cyclohexyl) methyl)carbamoyl)cyclohexyl(2-hydroxypropyl)(methyl)carbamate